7-(((3S,4S)-3-fluoro-1-methylpiperidin-4-yl)amino)-1-oxido-3-(1H-pyrrol-1-yl)benzo[b]thiophen F[C@H]1CN(CC[C@@H]1NC1=CC=CC2=C1S(C=C2N2C=CC=C2)=O)C